hexadec-1-yn-1-sulfonic acid C(#CCCCCCCCCCCCCCC)S(=O)(=O)O